ethyl 2-[6-[5-[1-benzyloxy-4-(1,3-dioxolan-2-yl)-1-(trifluoromethyl)butyl]-1,3,4-oxadiazol-2-yl]-5-nitro-3-(trifluoromethyl)-2-pyridyl]acetate C(C1=CC=CC=C1)OC(CCCC1OCCO1)(C(F)(F)F)C1=NN=C(O1)C1=C(C=C(C(=N1)CC(=O)OCC)C(F)(F)F)[N+](=O)[O-]